CN(C1CN(C1)C(=O)O[C@@H]1CC[C@H](CC1)C(N(C[C@@H]1CC[C@H](CC1)C1=CC(=C(C=C1)OC)C)C1=CC(=CC=C1)C=1C=NN(C1)C1CC1)=O)C trans-4-((3-(1-Cyclopropyl-1H-pyrazol-4-yl)phenyl)((trans-4-(4-methoxy-3-methylphenyl)cyclohexyl)methyl)carbamoyl)cyclohexyl 3-(dimethylamino)azetidine-1-carboxylate